N-(((S)-2,2-dichlorocyclopropyl)methyl)-4-fluoropyrrolidine-2-carboxamide ClC1([C@@H](C1)CNC(=O)C1NCC(C1)F)Cl